4-(4-bromophenyl)-N-(3-fluoro-4-(trifluoromethyl)benzyl)-1-(3-fluorophenyl)-1H-imidazol-2-amine BrC1=CC=C(C=C1)C=1N=C(N(C1)C1=CC(=CC=C1)F)NCC1=CC(=C(C=C1)C(F)(F)F)F